2-(2-((5-(3-(aminomethyl)phenyl)-7-((cyclopropylmethyl)amino)-2-methylbenzofuran-3-yl)methoxy)-4-methoxyphenyl)acetic acid NCC=1C=C(C=CC1)C=1C=C(C2=C(C(=C(O2)C)COC2=C(C=CC(=C2)OC)CC(=O)O)C1)NCC1CC1